C(CC(C)C)OC1=CC=CC(=N1)CO (6-(isopentyloxy)pyridin-2-yl)methanol